5-[(2S)-2-[(2R,5R)-5-[2-[4-(5-chloropyridin-2-yl)piperazin-1-yl]-2-oxoethyl]oxolan-2-yl]pyrrolidin-1-yl]-4-(trifluoromethyl)-2,3-dihydropyridazin-3-one ClC=1C=CC(=NC1)N1CCN(CC1)C(C[C@H]1CC[C@@H](O1)[C@H]1N(CCC1)C1=C(C(NN=C1)=O)C(F)(F)F)=O